4-(amino-phenoxy)p-phenylenediamine NC1=C(OC2(CC=C(C=C2)N)N)C=CC=C1